(3S,4R)-1-(3,4,5-trimethoxyphenyl)-4-(4-selenocyanobutoxy-4-methoxyphenyl)-3-hydroxymethylazetidin-2-one COC=1C=C(C=C(C1OC)OC)N1C([C@@H]([C@@H]1C1=C(C=C(C=C1)OC)OCCCC[Se]C#N)CO)=O